6-(difluoromethyl)-2-(4-((3-isopropyl-1-toluenesulfonyl-1H-pyrrolo[3,2-b]pyridin-5-yl)methyl)-3,5-dimethylphenyl)-1,2,4-triazine-3,5(2H,4H)-dione FC(C=1C(NC(N(N1)C1=CC(=C(C(=C1)C)CC1=CC=C2C(=N1)C(=CN2S(=O)(=O)CC2=CC=CC=C2)C(C)C)C)=O)=O)F